6-(isoxazol-3-ylmethoxy)-N-(2-methylpyrimidin-5-yl)isoquinolin-1-amine O1N=C(C=C1)COC=1C=C2C=CN=C(C2=CC1)NC=1C=NC(=NC1)C